N-[6-[3-(hydroxymethyl)-3-methyl-pyrrolidin-1-yl]-2,2-dimethyl-3H-benzofuran-5-yl]pyrazolo[1,5-a]pyrimidine-3-carboxamide OCC1(CN(CC1)C1=CC2=C(CC(O2)(C)C)C=C1NC(=O)C=1C=NN2C1N=CC=C2)C